N-[[6-(3-cyclopropyl-1H-pyrazole-5-carbonyl)-6-azaspiro[2.5]octan-2-yl]methyl]-1H-pyrrolo[3,2-c]pyridine-2-carboxamide C1(CC1)C1=NNC(=C1)C(=O)N1CCC2(C(C2)CNC(=O)C2=CC=3C=NC=CC3N2)CC1